7-(((S)-piperidin-3-yl)amino)-1-(((R)-tetrahydrofuran-3-yl)oxy)-2,6-naphthyridine N1C[C@H](CCC1)NC1=NC=C2C=CN=C(C2=C1)O[C@H]1COCC1